FC=1C2=CN(N=C2C=CC1NC(=O)C1=CC=C(C2=C1N=C(S2)OC)N2C[C@@H](N([C@H](C2)C)C(=O)OC(C)(C)C)C)C tert-butyl (2S,6S)-4-[4-[(4-fluoro-2-methyl-indazol-5-yl)carbamoyl]-2-methoxy-1,3-benzothiazol-7-yl]-2,6-dimethyl-piperazine-1-carboxylate